1-(2-fluorobenzyl)-1H-pyrazolo[3,4-b]pyridine-3-carboxamidine hydrochloride Cl.FC1=C(CN2N=C(C=3C2=NC=CC3)C(=N)N)C=CC=C1